FC1(CC(C1)CN1N=NC=C1C(=O)N[C@H](C1=NC2=C(N1)C=C(C=C2)[C@@H](C)NC(CCC(F)(F)F)=O)C2CCC(CC2)(F)F)F 1-((3,3-Difluorocyclobutyl)methyl)-N-((S)-(4,4-difluorocyclohexyl)(6-((R)-1-(4,4,4-trifluorobutanamido)ethyl)-1H-benzo[d]imidazol-2-yl)methyl)-1H-1,2,3-triazole-5-carboxamide